C(CCCCCCCCCCC)[Al](CCCCCCCCCCCC)CCCCCCCCCCCC tri(dodecyl)aluminum